ethyl 5-bromobenzo[b]thiophene-3-carboxylate BrC1=CC2=C(SC=C2C(=O)OCC)C=C1